S1C=CC=2NC=3C=CC=CC3C21 Thieno[3,2-b]indole